methyl 3-(2-((bis(benzyloxy)phosphoryl)oxy)-4,6-dimethylphenyl)-3-methylbutanoate C(C1=CC=CC=C1)OP(=O)(OCC1=CC=CC=C1)OC1=C(C(=CC(=C1)C)C)C(CC(=O)OC)(C)C